C(C)(C)(C)OC(=O)N(C)CC=1C=C(N(C1)S(=O)(=O)C=1C=C(C=CC1)N1C2CN(CC1CC2)C(=O)OC(C)(C)C)C2=C(C=CC=C2)F tert-butyl 8-(3-((4-(((tert-butoxycarbonyl) (methyl) amino) methyl)-2-(2-fluorophenyl)-1H-pyrrol-1-yl) sulfonyl) phenyl)-3,8-diazabicyclo[3.2.1]octane-3-carboxylate